COC=1C=C2C(=NC(=NC2=CC1)C)N1CC=2C=C(C=NC2CC1)C(F)(F)F 6-methoxy-2-methyl-4-[3-(trifluoromethyl)-7,8-dihydro-5H-1,6-naphthyridin-6-yl]quinazoline